rel-N-[(5R,6S)-5-[([1,1'-biphenyl]-3-yl)methyl]-4-oxo-3-(propan-2-yl)-3,4,5,6,7,8-hexahydroquinazolin-6-yl]methanesulfonamide C1(=CC(=CC=C1)C[C@@H]1C=2C(N(C=NC2CC[C@@H]1NS(=O)(=O)C)C(C)C)=O)C1=CC=CC=C1 |o1:7,16|